8-(2,2-Dimethylpropyl)-2-[(1-phenylcyclopropyl)amino]pyrido[2,3-d]pyrimidin-7(8H)-on CC(CN1C(C=CC2=C1N=C(N=C2)NC2(CC2)C2=CC=CC=C2)=O)(C)C